CC1([C@H]([C@@H]1C1=CC=C(C=C1)S(N)(=O)=O)C(=O)N)C (1S,3S)-2,2-dimethyl-3-(4-sulfamoylphenyl)cyclopropanecarboxamide